ClC=1N=C(C2=C(CCN(CC2)C)N1)OC=1C=NC=2C=3C=4NCC(NC(C4SC3C=CC2N1)=O)C 5-({2-chloro-7-methyl-5H,6H,7H,8H,9H-pyrimido[4,5-d]azepin-4-yl}oxy)-15-methyl-11-thia-3,6,14,17-tetraazatetracyclo[8.8.0.02,7.012,18]octadeca-1(10),2(7),3,5,8,12(18)-hexaen-13-one